N-(6-cyano-5-(trifluoromethyl)pyridin-3-yl)-2-(4-((1-(2-(2,6-dioxopiperidine-3-yl)-1,3-dioxoisoindoline-5-yl)azetidin-3-yl)ethynyl)-1H-pyrazol-1-yl)-2-methylpropionamide C(#N)C1=C(C=C(C=N1)NC(C(C)(C)N1N=CC(=C1)C#CC1CN(C1)C=1C=C2C(N(C(C2=CC1)=O)C1C(NC(CC1)=O)=O)=O)=O)C(F)(F)F